C(C)CC(CC(=O)[O-])=O.C(C)CC(CC(=O)[O-])=O.C(C)C(CO[Ti+2]OCC(CCCC)CC)CCCC bis(2-ethylhexyloxy)titanium bis(ethylacetoacetate)